[Li].[B].[Li] lithium-boron compound with lithium